C(C)(C)OC(CCCC=CC)=O Isopropyl-5-heptenoate